N-[4-[(6,7-Dimethoxy-1,5-naphthyridin-4-yl)oxy]-3-fluorophenyl]-4-hydroxy-6-methyl-5-(1,3-thiazol-2-yl)pyridine-3-carboxamide COC=1N=C2C(=CC=NC2=CC1OC)OC1=C(C=C(C=C1)NC(=O)C=1C=NC(=C(C1O)C=1SC=CN1)C)F